C1(CC1)NCC1=CC=C(C=C1)C=1N=C2SC3=C(C=NC(=C3)C(=O)NCCCN(CC)CC)N2C1 2-(4-((cyclopropylamino)methyl)phenyl)-N-(3-(diethylamino)propyl)imidazo[2',1':2,3]thiazolo[4,5-c]pyridine-7-carboxamide